CS(=O)(C)=NCC1CN(CCC1)C(=O)OCC1=CC=CC=C1 benzyl 3-[[[dimethyl(oxo)-λ6-sulfanylidene]amino]methyl]piperidine-1-carboxylate